C1(CC1)C=1C(=C2C(C(N(C2=C(C1)F)CC(=O)N[C@@H]([C@H](CC(=O)OCC)C(F)(F)F)C)=O)(C)C)F ethyl (3S,4R)-4-(2-(5-cyclopropyl-4,7-difluoro-3,3-dimethyl-2-oxoindolin-1-yl)acetamido)-3-(trifluoromethyl)pentanoate